5-[2-[4-[4-(3-Oxo-3-phenylprop-1-enyl)phenyl]phenoxy]ethoxy]benzene-1,3-dicarboxylic acid O=C(C=CC1=CC=C(C=C1)C1=CC=C(OCCOC=2C=C(C=C(C2)C(=O)O)C(=O)O)C=C1)C1=CC=CC=C1